(3,5-dichloro-4-hydroxyphenyl)(2-ethyl-1-methyl-1H-pyrrolo[2,3-c]pyridin-3-yl)methanone ClC=1C=C(C=C(C1O)Cl)C(=O)C1=C(N(C2=CN=CC=C21)C)CC